F[C@H]1C[C@H](N2N=C(N=C21)S(=O)(=O)C2COC2)C2=CC=CC=C2 (5S,7S)-7-fluoro-2-(oxetan-3-ylsulfonyl)-5-phenyl-6,7-dihydro-5H-pyrrolo[1,2-b][1,2,4]Triazole